NC1=C2N(C(N(C2=NC=N1)[C@@H]1CN(CC1)C(C#CC)=O)=O)C1=CC=C(C=C1)OC1=CC=CC=C1 (S)-6-amino-9-(1-(but-2-ynoyl)pyrrolidin-3-yl)-7-(4-Phenoxyphenyl)-7H-Purin-8(9H)-one